FC(=C(C(C(C(F)(F)F)(F)F)(F)F)F)OC(=C(F)C(C(C(F)(F)F)(F)F)(F)F)F perfluoropropylvinylether